tert-butyl N-(tert-butoxycarbonyl)-5-oxo-L-norvalinate C(C)(C)(C)OC(=O)N[C@@H](CCC=O)C(=O)OC(C)(C)C